N1CC(C1)CN1C(C(N(C(C1([2H])[2H])([2H])[2H])C=1C(=C2C(N(C(C2=C(C1F)F)=O)C1C(NC(CC1)=O)=O)=O)F)([2H])[2H])([2H])[2H] 5-(4-(azetidin-3-ylmethyl)piperazin-1-yl-2,2,3,3,5,5,6,6-d8)-2-(2,6-dioxopiperidin-3-yl)-4,6,7-trifluoroisoindoline-1,3-dione